FC(C(=O)O)(F)F.N1=CC=C(C2=CC=CC=C12)C(=O)N 4-quinolinecarboxamide trifluoroacetate